CC1NC2=CC=C(C=C2CC1)O 2-methyl-1,2,3,4-tetrahydroquinolin-6-ol